2-((2S)-4-(7-(8-chloro-7-fluoronaphthalen-1-yl)-2-(2-morpholinopropoxy)-5,6,7,8-tetrahydropyrido[3,4-d]pyrimidin-4-yl)-1-(2-fluoroacryloyl)piperazin-2-yl)acetonitrile ClC=1C(=CC=C2C=CC=C(C12)N1CC=2N=C(N=C(C2CC1)N1C[C@@H](N(CC1)C(C(=C)F)=O)CC#N)OCC(C)N1CCOCC1)F